BrC1=CC(=C(C=N1)OC1CN(C1)C(=O)OC(C)(C)C)C(F)(F)F tert-butyl 3-((6-bromo-4-(trifluoromethyl)pyridin-3-yl)oxy)azetidine-1-carboxylate